9-methyldecanoic acid CC(CCCCCCCC(=O)O)C